4,4-Difluoro-5-Methyl-4-Bora-3a,4a-Diaza-s-Indacene-3-Dodecanoic acid [B-]1(N2C(=CC=C2CCCCCCCCCCCC(=O)O)C=C3[N+]1=C(C=C3)C)(F)F